2'-(4-methyl-4H-1,2,4-triazol-3-yl)-5-(trifluoromethyl)-[1,1'-biphenyl]-3-amine CN1C(=NN=C1)C1=C(C=CC=C1)C1=CC(=CC(=C1)C(F)(F)F)N